(S)-2-Amino-N-(1-(4-chloro-7-(1,1-dioxidothiomorpholino)-3-fluoropyrazolo[1,5-a]pyridin-6-yl)ethyl)pyrazolo[1,5-a]pyrimidine-3-carboxamide NC1=NN2C(N=CC=C2)=C1C(=O)N[C@@H](C)C=1C=C(C=2N(C1N1CCS(CC1)(=O)=O)N=CC2F)Cl